3,5-difluorophenyl-1H-pyrrolo[2,3-b]pyridine-3-sulfonamide tert-butyl-(E)-(3-(4,4,5,5-tetramethyl-1,3,2-dioxaborolan-2-yl)allyl)carbamate C(C)(C)(C)N(C(O)=O)C\C=C\B1OC(C(O1)(C)C)(C)C.FC=1C=C(C=C(C1)F)N1C=C(C=2C1=NC=CC2)S(=O)(=O)N